5-cyclopropyl-3-hydroxycyclohex-2-en-1-one C1(CC1)C1CC(=CC(C1)=O)O